C(C1=CC=CC=C1)OC(=O)N1CC(CCC1)(F)C=1OC(=NN1)C=1C=CC2=C(NC([C@H](CS2)NC(=O)OC(C)(C)C)=O)C1 3-[5-[(3R)-3-(tert-Butoxycarbonylamino)-4-oxo-3,5-dihydro-2H-1,5-benzothiazepine-7-Yl]-1,3,4-oxadiazol-2-yl]-3-fluoro-piperidine-1-carboxylic acid benzyl ester